C1(CC1)S(=O)(=O)NC=1SC=C(N1)C(C(=O)NC1=CC=C(C=C1)C=1C=NC=C(C1)OCCC)(C)C 2-(2-(cyclopropanesulfonylamino)thiazol-4-yl)-2-methyl-N-(4-(5-propoxypyridin-3-yl)phenyl)propanamide